C(N)(=O)C1=CC(=NC2=C1N=CN=C2NC2CN(CC(C2)F)C(=O)[O-])Cl 3-([8-carbamoyl-6-chloropyrido[3,2-d]pyrimidin-4-yl] amino)-5-fluoropiperidine-1-carboxylate